Benzylpiperidin-4-one oxime C(C1=CC=CC=C1)N1CCC(CC1)=NO